2-chloro-3-(phenanthren-9-yl)quinoxaline ClC1=NC2=CC=CC=C2N=C1C=1C2=CC=CC=C2C=2C=CC=CC2C1